trizinc phosphate P(=O)([O-])([O-])[O-].[Zn+2].[Zn+2].[Zn+2].P(=O)([O-])([O-])[O-]